N1C(\C(\C2=CC=CC=C12)=N/NC(=O)N)=O (Z)-2-(2-oxindole-3-ylidene)hydrazine-1-carboxamide